IC1=C2C=CC=NC2=C(C=C1)NC(CC\C=C\C)=O (E)-N-(5-iodoquinolin-8-yl)hex-4-enamide